ethyl 2-amino-4-(2-furyl)-6-methylsulfanyl-pyrimidine-5-carboxylate NC1=NC(=C(C(=N1)C=1OC=CC1)C(=O)OCC)SC